ClC(COP(=O)(OCC(C)Cl)OCC(C)Cl)C Tris(β-chloropropyl)phosphate